C(C)(C)(C)OC(=O)N1CCC2(CC1)CC1=C(C=NC(=C1)COC1OCCCC1)[C@H]2N[S@](=O)C(C)(C)C (7S)-7-[[(R)-tert-butylsulfinyl]amino]-3-(tetrahydropyran-2-yloxymethyl)spiro[5,7-dihydro-cyclopenta[c]pyridine-6,4'-piperidine]-1'-carboxylic acid tert-butyl ester